CC1(CC(C(CC1)C)C)C 2,2,5,6-tetramethylcyclohexane